2,3-dimethyl-bisaminopropyl-cyclohexylamine CC1C(CCCC1C)N(CCCN)CCCN